N=1C(CC(CC1)=O)=O pyridine-2,4(3H,5H)-dione